C1(CCC1)CN[C@H]1CN(CCC1)C1=CC(N(C=C1)C(C)N1N=C(N=N1)C1=C2C=NNC2=CC(=C1)OC)=O 4-((R)-3-((cyclobutylmethyl)amino)piperidin-1-yl)-1-(1-(5-(6-methoxy-1H-indazol-4-yl)-2H-tetrazol-2-yl)ethyl)pyridin-2(1H)-one